C(CCCCCCCCCCCCCC)O 1-pentadecanol